C(C)(C)C1N2C(C=3C4=C(C(=CC3C1)C1=CC=NC=C1)OCC4)=CC(C(=C2)C(=O)O)=O 7-isopropyl-11-oxo-4-(pyridin-4-yl)-2,6,7,11-tetrahydro-1H-furo[2,3-H]pyrido[2,1-a]isoquinoline-10-carboxylic acid